bis(2,5-dioxopyrrolidin-1-yl) 4,7,10,13,16,19,22-heptaoxapentacosanedioate C(CCOCCOCCOCCOCCOCCOCCOCCC(=O)ON1C(CCC1=O)=O)(=O)ON1C(CCC1=O)=O